ClC1=C(C(=CC=2C(CCCC12)C=1C=NC(=NC1)NC)C#N)OCCCl 4-chloro-3-(2-chloroethoxy)-8-(2-(methylamino)pyrimidin-5-yl)-5,6,7,8-tetrahydronaphthalene-2-carbonitrile